CN(CCO[C@@H](CO)CS)C (S)-2-(2-(dimethylamino)ethoxy)-3-mercaptopropan-1-ol